C1(CC1)C1=C(C=NC=C1)C=1C=C2C=C(N=NC2=C(C1)NC(OC(C)(C)C)=O)NC(=O)[C@H]1[C@H](C1)F tert-butyl N-[6-(4-cyclopropyl-3-pyridyl)-3-[[cis-2-fluorocyclopropanecarbonyl]amino]cinnolin-8-yl]carbamate